NC1=CC(=NN1CC(=O)N1C[C@@]2(CC1)C1=C(NC(O2)=O)C=CC(=C1F)Cl)C1=C(C=CC=C1)OC(F)(F)F (R)-1'-(2-(5-Amino-3-(2-(trifluoromethoxy)phenyl)-1H-pyrazol-1-yl)acetyl)-6-chloro-5-fluorospiro[benzo[d][1,3]oxazine-4,3'-pyrrolidin]-2(1H)-one